2-[2-fluoro-4-methyl-5-(2,2,2-trifluoroethylsulfinyl)phenyl]imino-3-(2,2,2-trifluoroethyl)thiazolidin-4-one FC1=C(C=C(C(=C1)C)S(=O)CC(F)(F)F)N=C1SCC(N1CC(F)(F)F)=O